6-((pent-4-en-1-oxy)carbonyl)-L-lysine C(CCC=C)OC(=O)C(CCC[C@H](N)C(=O)O)N